benzyl (3R)-4-[(2S)-2-amino-2-cyclohexylacetyl]-3-methylpiperazine-1-carboxylate hydrochloride Cl.N[C@H](C(=O)N1[C@@H](CN(CC1)C(=O)OCC1=CC=CC=C1)C)C1CCCCC1